ON=CC1=CC(=C(C=C1)OC(C=CC1=CC=CC=C1)=O)OC 3-Phenyl-acrylic Acid 4-(hydroxyimino-methyl)-2-methoxy-phenyl Ester